(R)-6-chloro-3-((1-(2-cyano-3-(1-(4-cyanophenyl)-1H-pyrazol-4-yl)-7-methylquinoxalin-5-yl)ethyl)amino)picolinic acid ClC1=CC=C(C(=N1)C(=O)O)N[C@H](C)C1=C2N=C(C(=NC2=CC(=C1)C)C#N)C=1C=NN(C1)C1=CC=C(C=C1)C#N